BrC=1N(C=C(N1)C(F)(F)F)C1=NC=2C=CC3=C(C2C=C1)C1=C(S3)CN[C@@H](CN1)C (R)-3-(2-bromo-4-(trifluoromethyl)-1H-imidazol-1-yl)-10-methyl-9,10,11,12-tetrahydro-8H-[1,4]diazepino[5',6':4,5]thieno[3,2-f]quinolin